O=C1NC(CCC1N1C(N(C2=C1C=CC(=C2)C2C(CN(CC2)CC(=O)OC(C)(C)C)(F)F)C(C)C)=O)=O tert-butyl 2-[4-[1-(2,6-dioxo-3-piperidyl)-3-isopropyl-2-oxo-benzimidazol-5-yl]-3,3-difluoro-1-piperidyl]acetate